C(C)(C)(C)OC(=O)N1[C@H](CN(CC1)C=1C2=C(N=C(N1)OC[C@H]1N(CCC1)C)C(=C(N=C2)Cl)F)CC#N (S)-4-(7-chloro-8-fluoro-2-(((S)-1-methylpyrrolidin-2-yl)methoxy)pyrido[4,3-d]pyrimidin-4-yl)-2-(cyanomethyl)piperazine-1-carboxylic acid tert-butyl ester